C(=C)C1OCC2(CO1)COC(OC2)C=C 3,9-divinyl-2,4,8,10-tetraoxaspiro(5.5)undecane